C(C)(C)SC1=C(N=C(S1)N1N=C(C(=C1C(=O)O)CC1=C(C=CC=C1)[N+](=O)[O-])C)C1=CC(=CC=C1)OC 1-(5-(isopropylsulfanyl)-4-(3-methoxyphenyl)thiazol-2-yl)-3-methyl-4-(2-nitrophenylmethyl)-1H-pyrazole-5-carboxylic acid